Tert-butyl 3-(1-[4-(methoxycarbonyl)phenyl]cyclopropyl(methyl)carbamoyl)-4H,5H,6H,7H-pyrazolo[1,5-a]pyrazine-5-carboxylate COC(=O)C1=CC=C(C=C1)C1(CC1)N(C(=O)C=1C=NN2C1CN(CC2)C(=O)OC(C)(C)C)C